C(C(C(CC(=O)[O-])C(=O)[O-])C(=O)[O-])C(=O)[O-] 1,2,3,4-butantetracarboxylat